FC(C1=CC=C2C(=N1)OC=C2)(F)F 6-(trifluoromethyl)furo[2,3-b]pyridine